(E)-4-methyl-6-((1-methyl-1H-pyrazol-3-yl)methyl)-2-(2-(1-(tetrahydro-2H-pyran-2-yl)-1H-pyrazol-3-yl)vinyl)-4H-thiazolo[5',4':4,5]pyrrolo[2,3-d]pyridazin-5(6H)-one CN1C2=C(C3=C1C(N(N=C3)CC3=NN(C=C3)C)=O)SC(=N2)\C=C\C2=NN(C=C2)C2OCCCC2